NC1=CC=CC(=N1)S(=O)(=O)NC(=O)C=1C(=NC(=C(C1)\C=C\C1=CC=C(C=C1)OC)C(C)(C)C)N1C(C[C@@H](C1)C)(C)C N-[(6-Amino-2-pyridyl)sulfonyl]-6-tert-butyl-5-[(E)-2-(4-methoxyphenyl)vinyl]-2-[(4S)-2,2,4-trimethylpyrrolidin-1-yl]pyridin-3-carboxamid